1-(6-(4-((1-(4-amino-2-ethyl-5-methoxyphenyl)piperidin-4-yl)methyl)piperazin-1-yl)-5-fluoro-1-methyl-1H-indazol-3-yl)dihydropyrimidine-2,4(1H,3H)-dione NC1=CC(=C(C=C1OC)N1CCC(CC1)CN1CCN(CC1)C1=C(C=C2C(=NN(C2=C1)C)N1C(NC(CC1)=O)=O)F)CC